1-ethyl-3-vinylimidazol-1-ium chloride [Cl-].C(C)[N+]1=CN(C=C1)C=C